OCC(N)=N hydroxyethanimidamide